((tert-butoxycarbonyl)amino)-1,3-dihydrospiro[indene-2,4'-piperidine] C(C)(C)(C)OC(=O)NN1CCC2(CC1)CC1=CC=CC=C1C2